Phenoxazine C1=CC=CC=2OC3=CC=CC=C3NC12